tert-butyl-[4-[2-chloro-4-(4-fluoro-2-methoxy-phenyl)sulfanyl-pyrimidin-5-yl]butoxy]-dimethyl-silane C(C)(C)(C)[Si](C)(C)OCCCCC=1C(=NC(=NC1)Cl)SC1=C(C=C(C=C1)F)OC